O1C2=C(OCC1)C=C(C=C2)[C@H]([C@@H](CN2CCCC2)NC(=O)[C@H]2CN(CC2)CC2(CCOCC2)O)O (R)-N-((1R,2R)-1-(2,3-dihydrobenzo[b][1,4]dioxin-6-yl)-1-hydroxy-3-(pyrrolidin-1-yl)propan-2-yl)-1-((4-hydroxytetrahydro-2H-pyran-4-yl)methyl)pyrrolidine-3-carboxamide